(R)-9-cyclobutyl-2-(hydroxymethyl)-10-methyl-7-phenyl-7,8,9,10-tetrahydro-4H-thieno[3',2':3,4]chromeno[7,6-f][1,2,5]thiadiazepine 11,11-dioxide C1(CCC1)[C@H]1N(S(C2=C(N(C1)C1=CC=CC=C1)C=C1OCC3=C(C1=C2)SC(=C3)CO)(=O)=O)C